C1(CC1)C=1C=C2C(N(C(C2=CC1)=O)CC1=CC2=C(NC(O2)=O)C=C1)C 6-((5-cyclopropyl-3-methyl-1-oxoisoindolin-2-yl)methyl)benzo[d]oxazol-2(3H)-one